tert-butyl 8-(1-(4-cyanophenyl) ethyl)-6,9-dioxo-5-(4-(trifluoromethyl) benzyl)-2,5,8-triazaspiro[3.5]nonane-2-carboxylate C(#N)C1=CC=C(C=C1)C(C)N1CC(N(C2(CN(C2)C(=O)OC(C)(C)C)C1=O)CC1=CC=C(C=C1)C(F)(F)F)=O